2,6-difluoro-4'-(1,1,1,3,3,3-hexafluoro-2-hydroxypropan-2-yl)-[1,1'-biphenyl] FC1=C(C(=CC=C1)F)C1=CC=C(C=C1)C(C(F)(F)F)(C(F)(F)F)O